1,4-di(tert-butylperoxy)cyclohexane C(C)(C)(C)OOC1CCC(CC1)OOC(C)(C)C